[C@@H]12N(CC[C@@H](OC1)C2)C2=NC=CC(=N2)NC=2N=CC1=C(C=CC(=C1C2)C(C)C)N2[C@H]([C@@H](C2)CS(=O)(=O)C)C N-(2-((1S,5R)-6-oxa-2-azabicyclo[3.2.1]octan-2-yl)pyrimidin-4-yl)-5-isopropyl-8-((2S,3R)-2-methyl-3-((methylsulfonyl)meth-yl)azetidin-1-yl)isoquinolin-3-amine